OCCCCN(CCCCCCCC(=O)OCC(CCCCCCCCF)CCCCCC)CCCCCCCC(=O)OCCCCCCCCC 10-fluoro-2-hexyldecyl 8-((4-hydroxybutyl)(8-(nonyloxy)-8-oxooctyl)amino)octanoate